BrCC1=NC(=CC=C1)CBr 2,6-dibromomethylpyridine